5-chloro-3-(2-(1,1-difluoroethyl)-6-methoxypyrimidin-4-yl)-1-methyl-1H-pyrrolo[2,3-c]pyridine ClC=1C=C2C(=CN1)N(C=C2C2=NC(=NC(=C2)OC)C(C)(F)F)C